FC(C)S(=O)(=O)NC1C(NCC12CC2)CC=2C(=C(C=CC2)C2=CC=CC=C2)F 1-fluoro-N-(6-((2-fluoro-[1,1'-biphenyl]-3-yl)methyl)-5-azaspiro[2.4]heptan-7-yl)ethane-1-sulfonamide